C(N)(OC(CN1C(=CC(=C1)C(=O)N1CCN(CC1)C1=NC=C(C=N1)C(F)(F)F)F)CC(C)(C)C)=O tert-butyl-(1-(2-fluoro-4-(4-(5-(trifluoromethyl) pyrimidin-2-yl) piperazine-1-carbonyl)-1H-pyrrol-1-yl) propan-2-yl) carbamate